N-(3-(benzo[d][1,3]dioxol-5-yl)-1H-pyrazol-5-yl)-4-(pyrrolidin-1-yl)benzamide benzyl-N-methyl-N-{2-[(1-methyl-1H-pyrazol-4-yl)amino]ethyl}carbamate C(C1=CC=CC=C1)OC(N(CCNC=1C=NN(C1)C)C)=O.O1COC2=C1C=CC(=C2)C2=NNC(=C2)NC(C2=CC=C(C=C2)N2CCCC2)=O